N1,N3-di([1,1':3',1''-terphenyl]-2'-yl)-5-(dibenzo[b,d]furan-2-yl)benzene-1,3-diamine C1(=CC=CC=C1)C1=C(C(=CC=C1)C1=CC=CC=C1)NC1=CC(=CC(=C1)C1=CC2=C(OC3=C2C=CC=C3)C=C1)NC1=C(C=CC=C1C1=CC=CC=C1)C1=CC=CC=C1